C(C)(C)(C)OC(NC=1C(=C2C(=NC1)SC(=N2)C)[C@H](C)OC)=O (S)-(7-(1-methoxyethyl)-2-methylthiazolo[5,4-b]pyridin-6-yl)carbamic acid tert-butyl ester